FC1=C(SC(=C1)C(C)(C)O)S(=O)(N)=NC(NC1=C2C(=NC3=C1CCC3)C(CC2)C)=O 3-fluoro-5-(2-hydroxypropan-2-yl)-N'-((3-methyl-1,2,3,5,6,7-hexahydrodicyclopenta[b,e]pyridin-8-yl)carbamoyl)thiophene-2-sulfonimidamide